isooctylisodecylphthalate C(CCCCC(C)C)C=1C(=C(C(C(=O)[O-])=CC1)C(=O)[O-])CCCCCCCC(C)C